N=1N=CN2C=NC(=CC21)OC2=C(C=C(C=C2)NC2=NC=NC1=CC=C(C=C21)N)C N4-(4-([1,2,4]triazolo[4,3-c]pyrimidin-7-yloxy)-3-methylphenyl)quinazoline-4,6-diamine